1,3-dioxa-1,3-dihydroisobenzofuran-5-carboxylate O1OOC2=CC(=CC=C12)C(=O)[O-]